(N-methyl-perfluorobutyl-sulfonamide) ethyl-acrylate tert-butyl-(S)-3-((isopropylsulfonyl)methyl)pyrrolidine-1-carboxylate C(C)(C)(C)OC(=O)N1C[C@H](CC1)CS(=O)(=O)C(C)C.C(C)OC(C=C)=O.CNS(=O)(=O)C(C(C(C(F)(F)F)(F)F)(F)F)(F)F